BrC1=CC=C(C=C1)C1=C(C=C2C(=N1)C(C1(C(O2)C(C1S(=O)(=O)N(C)C)C1=CC=CC=C1)O)=O)Cl (4-bromophenyl)-3-chloro-7a-hydroxy-N,N-dimethyl-8-oxo-6-phenyl-5a,6,7a,8-tetrahydro-7H-cyclobuta[5,6]pyrano[3,2-b]pyridine-7-sulfonamide